2-chloro-9-(trans-4-methoxycyclohexyl)-7,9-dihydro-8H-purin-8-one ClC1=NC=C2NC(N(C2=N1)[C@@H]1CC[C@H](CC1)OC)=O